C(C1=CC=CC=C1)SC=1C=C2C(=NC(=NC2=C(C1)F)C)C=1OC(=CN1)C 2-(6-(benzylthio)-8-fluoro-2-methylquinazolin-4-yl)-5-methyloxazole